FC(C(=O)O)(F)F.FC(C(=O)O)(F)F.CC1(NC2(CC2)CC(C1)OC1=CC=C(N=N1)C1=NC=C(C=C1O)C=1C=NNC1F)C 2-{6-[(5,5-dimethyl-4-azaspiro[2.5]octan-7-yl)oxy]pyridazin-3-yl}-5-(5-fluoro-1H-pyrazol-4-yl)pyridin-3-ol ditrifluoroacetate